(2R,4S,4aS)-9,10-difluoro-2,4-dimethyl-8-(2-methyloxazol-5-yl)-2,4,4a,6-tetrahydro-1H,1'H-spiro[[1,4]oxazino[4,3-a]quinoline-5,5'-pyrimidine]-2',4',6'(3'H)-trione FC1=C(C=C2CC3(C(NC(NC3=O)=O)=O)[C@@H]3N(C2=C1F)C[C@H](O[C@H]3C)C)C3=CN=C(O3)C